C(C)(=O)N1C[C@@H](CC1)OC1=CC2=C(C(N(CCO2)C[C@@H](CN2CC3=CC=CC=C3CC2)O)=O)C=C1 8-[(3R)-1-acetylpyrrolidin-3-yl]oxy-4-[(2R)-3-(3,4-dihydro-1H-isoquinolin-2-yl)-2-hydroxy-propyl]-2,3-dihydro-1,4-benzoxazepin-5-one